5-amino-3-(7-((5-fluoro-2-methoxybenzamido)methyl)-1H-indol-4-yl)-1-(oxetan-3-yl)-1H-pyrazole-4-carboxamide NC1=C(C(=NN1C1COC1)C1=C2C=CNC2=C(C=C1)CNC(C1=C(C=CC(=C1)F)OC)=O)C(=O)N